C(C1=CC=CC=C1)OC1=CC=C(C=C1)CC(=O)NC1(CCN(CC1)S(=O)(=O)C1=CC=C(C=C1)Cl)C(=O)O 4-(2-(4-(benzyloxy)phenyl)acetamido)-1-((4-chlorophenyl)sulfonyl)piperidine-4-carboxylic acid